(S)-1-cyano-N-(6-(1-methyl-1H-pyrazol-5-yl)benzo[d]thiazol-2-yl)pyrrolidine-3-carboxamide C(#N)N1C[C@H](CC1)C(=O)NC=1SC2=C(N1)C=CC(=C2)C2=CC=NN2C